2-cyclohexyl-3-hydroxy-1,4-naphthoquinone C1(CCCCC1)C=1C(C2=CC=CC=C2C(C1O)=O)=O